NC1=NN2C(C=C(C=C2)C=2C=C(C(=NC2C)OC)C(=O)NCC2=NC=CC=C2OCC2CCCC2)=N1 5-{2-amino-[1,2,4]triazolo[1,5-a]pyridin-7-yl}-N-{[3-(cyclopentylmethoxy)pyridin-2-yl]methyl}-2-methoxy-6-methylpyridine-3-carboxamide